4-bromo-N-((1R,2R,4S)-7-cyano-7-azabicyclo[2.2.1]heptan-2-yl)-2-fluorobenzamide BrC1=CC(=C(C(=O)N[C@H]2[C@H]3CC[C@@H](C2)N3C#N)C=C1)F